N-[(2S,3R,4R,5S,6R)-4,5-Dihydroxy-6-(hydroxymethyl)-2-[4-[(E)-3-phenylprop-2-enoyl]phenoxy]oxan-3-yl]acetamide O[C@@H]1[C@H]([C@@H](O[C@@H]([C@H]1O)CO)OC1=CC=C(C=C1)C(\C=C\C1=CC=CC=C1)=O)NC(C)=O